C1(CC1)C1=CC(=C(C(=O)NC2=CC(=C(C=C2)F)C(C(=O)N(C)OC)C)C=C1C(F)(F)F)OC1=C(C=C(C=C1)F)C 4-cyclopropyl-2-(4-fluoro-2-methylphenoxy)-N-(4-fluoro-3-(1-(methoxy(methyl)amino)-1-oxopropan-2-yl)phenyl)-5-(trifluoromethyl)benzamide